tert-butyl N-[(2S)-1-[(2S,4R)-4-hydroxy-2-{[(1R)-2-hydroxy-1-[4-(4-methyl-1,3-thiazol-5-yl)phenyl]ethyl]carbamoyl}pyrrolidin-1-yl]-3,3-dimethyl-1-oxobutan-2-yl]carbamate O[C@@H]1C[C@H](N(C1)C([C@H](C(C)(C)C)NC(OC(C)(C)C)=O)=O)C(N[C@@H](CO)C1=CC=C(C=C1)C1=C(N=CS1)C)=O